C(C)(C)OC1=C(C=C(C=C1)C(=O)N1CCC2(CC1)C=1N(CCN2C)C(=CC1)C(F)(F)F)OC (4-isopropoxy-3-methoxy-phenyl)-[2-methyl-6-(trifluoromethyl)spiro[3,4-dihydropyrrolo[1,2-a]pyrazine-1,4'-piperidine]-1'-yl]methanone